C(#N)OC1=CC=C(C=C1)C(C(CC)C)(CCC)C1=CC=C(C=C1)OC#N 4,4-bis(4-cyanooxyphenyl)-3-methylheptane